(R)-N,6-dimethyl-N-(2,2,2-trifluoro-1-(4-(trifluoromethyl)phenyl)ethyl)pyridine-3-sulfonamide CN(S(=O)(=O)C=1C=NC(=CC1)C)[C@@H](C(F)(F)F)C1=CC=C(C=C1)C(F)(F)F